ClC=1C=C(C=C2C(=C(C=NC12)C#N)NC1=CC(=C(C=C1)F)Cl)N[C@H](C=1N=NNC1)C1=C2CN(CC2=CC=C1)C1COC1 (S)-8-chloro-4-((3-chloro-4-fluorophenyl)amino)-6-(((2-(oxetan-3-yl)isoindolin-4-yl)(1H-1,2,3-triazol-4-yl)methyl)amino)quinoline-3-carbonitrile